N-[1-[(7-fluoro-2-formyl-2,3-dihydro-1H-inden-5-yl)oxy]propan-2-yl]carbamic acid tert-butyl ester C(C)(C)(C)OC(NC(COC=1C=C2CC(CC2=C(C1)F)C=O)C)=O